3-(((9Z,12Z)-octadeca-9,12-dienoyl)oxy)propane-1,2-diyl bis(2,5-diamino-5-oxopentanoate) NC(C(=O)OCC(COC(CCCCCCC\C=C/C\C=C/CCCCC)=O)OC(C(CCC(=O)N)N)=O)CCC(=O)N